(2-amino-3-fluoroquinolin-7-yl)methyl-5-fluorohexahydro-2H-cyclopenta[b]furan-2,3,3a-triol NC1=NC2=CC(=CC=C2C=C1F)CC1(C(C2(C(O1)CC(C2)F)O)O)O